methyl 2-cyclopropyl-5-ethoxy-4-((4-(2-(4-(((2S,3R,4R,5R)-2,3,4,5,6-pentahydroxyhexyl)carbamoyl)phenyl)acetyl) piperazin-1-yl)methyl)benzoate C1(CC1)C1=C(C(=O)OC)C=C(C(=C1)CN1CCN(CC1)C(CC1=CC=C(C=C1)C(NC[C@@H]([C@H]([C@@H]([C@@H](CO)O)O)O)O)=O)=O)OCC